BrC1=C(C=C(C=N1)CN1CC2(C1)CC(C2)O)F 2-((6-Bromo-5-fluoropyridin-3-yl)methyl)-2-azaspiro[3.3]heptan-6-ol